triethoxy(3,3,4,4,5,5,6,6,7,7,8,8,8-tridecafluorooctyl)silane C(C)O[Si](CCC(C(C(C(C(C(F)(F)F)(F)F)(F)F)(F)F)(F)F)(F)F)(OCC)OCC